4-(Benzyloxy)-2-((2R,3S,4S,5R)-3-(3,4-difluoro-2-methoxyphenyl)-4,5-dimethyl-5-(trifluoromethyl)tetrahydrofuran-2-yl)-6-methylpyrimidin-5-ol C(C1=CC=CC=C1)OC1=NC(=NC(=C1O)C)[C@@H]1O[C@]([C@H]([C@H]1C1=C(C(=C(C=C1)F)F)OC)C)(C(F)(F)F)C